(4-acetyl-7,10-bis(carboxymethyl)-1,4,7,10-tetraazacyclododecan-1-yl)acetic acid C(C)(=O)N1CCN(CCN(CCN(CC1)CC(=O)O)CC(=O)O)CC(=O)O